The molecule is a homoisoflavonoid that is 3,4-dihydro-2H-1-benzopyran substituted by hydroxy groups at positions 3, 4 and 7 and a (4-hydroxyphenyl)methyl group at position 3 respectively (the 3R,4R-stereoisomer). It has been isolated from Caesalpinia sappan. It has a role as a plant metabolite. It is a homoisoflavonoid and a polyphenol. C1[C@@]([C@@H](C2=C(O1)C=C(C=C2)O)O)(CC3=CC=C(C=C3)O)O